CC1(OB(OC1(C)C)C1=CC=C(C2=C1OCO2)NC(OC(C)(C)C)=O)C tert-Butyl (7-(4,4,5,5-tetramethyl-1,3,2-dioxaborolan-2-yl)benzo[d][1,3]dioxolan-4-yl)carbamate